N-acetyl-tryptophanamide C(C)(=O)NC([C@@H](N)CC1=CNC2=CC=CC=C12)=O